2-(7-bromo-2,3-dihydro-1H-inden-4-yl)-1-isopropyl-4-(trifluoromethyl)-1H-imidazole BrC=1C=CC(=C2CCCC12)C=1N(C=C(N1)C(F)(F)F)C(C)C